N-acetyl-lysine methyl-2-[4-[5-cyano-6-[[2-fluoro-5-(trifluoromethyl)phenyl]methoxy]-2-(trifluoromethyl)pyridine-3-carbonyl]piperazin-1-yl]acetate CC(C(=O)O)N1CCN(CC1)C(=O)C=1C(=NC(=C(C1)C#N)OCC1=C(C=CC(=C1)C(F)(F)F)F)C(F)(F)F.C(C)(=O)N[C@@H](CCCCN)C(=O)O